4-bromobenzamidine hydrochloride Cl.BrC1=CC=C(C(=N)N)C=C1